5-fluoro-2-oxobenzo[d]oxazol FC=1C=CC2=C(NC(O2)=O)C1